(2S)-2-methylpiperazine C[C@@H]1NCCNC1